nickel manganese cobalt manganese [Mn].[Co].[Mn].[Ni]